tert-butyl (3R*,4S*)-4-(1,4-dimethyl-1H-pyrazol-5-yl)-3-methyl-2-oxopiperidine-1-carboxylate CN1N=CC(=C1[C@@H]1[C@H](C(N(CC1)C(=O)OC(C)(C)C)=O)C)C |o1:6,7|